4-((2,5-dimethyl-4,5-dihydro-[1,2,4]triazolo[1,5-a]quinoxalin-6-yl-4,4-d2)amino)-N-(methyl-d3)nicotinamide CC1=NN2C(C(N(C3=C(C=CC=C23)NC2=CC=NC=C2C(=O)NC([2H])([2H])[2H])C)([2H])[2H])=N1